methyl 4-(5-bromo-3-{[3-fluoro-5-(trifluoromethyl)phenyl]methoxy}pyridin-2-yl)-5-(hydroxymethyl)thiophene-2-carboxylate BrC=1C=C(C(=NC1)C=1C=C(SC1CO)C(=O)OC)OCC1=CC(=CC(=C1)C(F)(F)F)F